Phenylalanoyl-CoA N[C@@H](CC1=CC=CC=C1)C(=O)SCCNC(CCNC([C@@H](C(COP(OP(OC[C@@H]1[C@H]([C@H]([C@@H](O1)N1C=NC=2C(N)=NC=NC12)O)OP(=O)(O)O)(=O)O)(=O)O)(C)C)O)=O)=O